ClC1=CC(=CC(=N1)C1(CC1)NC(C[C@](C)(O)C1=C(C=C(C=C1)F)F)=O)OCC(F)(F)F (S)-N-(1-(6-chloro-4-(2,2,2-trifluoroethoxy)pyridin-2-yl)cyclopropyl)-3-(2,4-difluorophenyl)-3-hydroxybutanamide